L-O-Benzylserine C(C1=CC=CC=C1)OC[C@H](N)C(=O)O